(3R)-4-[5-fluoro-2-(1-fluoro-3-methyl-6-{1-[(2R)-3-methyl-1-(piperazin-1-yl)butan-2-yl]azetidin-3-yl}imidazo[1,5-a]pyridin-8-yl)benzoyl]-3-methylmorpholine FC=1C=CC(=C(C(=O)N2[C@@H](COCC2)C)C1)C=1C=2N(C=C(C1)C1CN(C1)[C@@H](CN1CCNCC1)C(C)C)C(=NC2F)C